tri(3,4-dimethyl-2-pentyl)citrate CC(C(C)C(C(C(C(=O)[O-])(C(C)C(C(C)C)C)C(C)C(C(C)C)C)(O)C(=O)[O-])C(=O)[O-])C(C)C